3-cyano-6-(1-methyl-1H-pyrazole-4-yl)pyrazolo[1,5-a]pyrazine-4-yl trifluoromethanesulfonate FC(S(=O)(=O)OC=1C=2N(C=C(N1)C=1C=NN(C1)C)N=CC2C#N)(F)F